cis-N-Cyclohexyl-5-(4-methoxyphenyl)hexahydro-pyrrolo[3,4-c]pyrrole-2(1H)-carboxamide C1(CCCCC1)NC(=O)N1C[C@@H]2CN(C[C@@H]2C1)C1=CC=C(C=C1)OC